NC1=CC=C(OCCN2C(N(CC2)CCOC2=CC=C(C=C2)N)=O)C=C1 1,3-bis(2-(4-aminophenoxy)ethyl)-2-imidazolidinone